FC1=C2CC(C(=NC2=CC=C1CN1CCC(=CC1)C=1C=NC(=CC1)C(=O)NC)C)=O 1'-((5-fluoro-2-methyl-3-oxo-3,4-dihydroquinolin-6-yl)methyl)-N-methyl-1',2',3',6'-tetrahydro-[3,4'-bipyridine]-6-carboxamide